(S,E)-1-((4-((1-benzyl-5-fluoro-1H-indol-2-yl)methyl)-3-oxo-3,4-dihydropyrazin-2-yl)amino)-7-(dimethylamino)-1,7-dioxohept-5-en-2-yl dimethylcarbamate CN(C(O[C@H](C(=O)NC1=NC=CN(C1=O)CC=1N(C2=CC=C(C=C2C1)F)CC1=CC=CC=C1)CC\C=C\C(=O)N(C)C)=O)C